cyclohexyl-3-hydroxyazetidine C1(CCCCC1)N1CC(C1)O